P(=O)(O[C@@]1([C@H](O[C@H]([C@@H]1O)N1C=2N=C(NC(C2N=C1)=O)N)CS)F)(O)O (2S,3R,4S,5R)-5-(2-amino-6-oxo-1,6-dihydro-9H-purin-9-yl)-3-fluoro-4-hydroxy-2-(mercaptomethyl)tetrahydrofuran-3-yl dihydrogen phosphate